1-(4-((3-(4-(2,6-dichloro-3,5-dimethoxyphenyl)-8-(methylamino)-[1,2,4]triazolo[1',5':1,6]pyrido[2,3-d]pyrimidin-2-yl)propyl)sulfonyl)piperidin-1-yl)prop-2-en-1-one ClC1=C(C(=C(C=C1OC)OC)Cl)C1=CC=2C(=NC(=NC2)NC)N2C1=NC(=N2)CCCS(=O)(=O)C2CCN(CC2)C(C=C)=O